FC(C)(P(=O)(OC1=CC=CC=C1)N[C@H](C(OCCC)=O)C)C1=CC2=C(SC(=C2)C(=O)OCC=C)C=C1 allyl 5-(1-fluoro-1-((((S)-1-oxo-1-propoxypropan-2-yl)amino)(phenoxy)phosphoryl)ethyl)benzo[b]thiophene-2-carboxylate